(5-heptyl-2-((1R,6R)-3-methyl-6-(prop-1-en-2-yl)cyclohex-2-enyl)-1,3-phenylene)bis(oxy)bis(trimethylsilane) C(CCCCCC)C=1C=C(C(=C(C1)O[Si](C)(C)C)[C@@H]1C=C(CC[C@H]1C(=C)C)C)O[Si](C)(C)C